C(C)(C)C1=CC=C(C=C1)N1C=NN(C1=O)CC1=CC(=C(OC(C(=O)O)(C)C)C(=C1)C)C 2-(4-((4-(4-Isopropylphenyl)-5-oxo-4,5-dihydro-1H-1,2,4-triazol-1-yl)-methyl)-2,6-dimethylphenoxy)-2-methylpropionic acid